FC1=CC=C(C=C1)[C@](C)(N)C=1C=NC(=NC1)N1CCN(CC1)C1=NC=NN2C1=CC(=C2)C=2C=NN(C2)C (1S)-1-(4-fluorophenyl)-1-(2-[4-[6-(1-methyl-1H-pyrazol-4-yl)pyrrolo[2,1-f][1,2,4]triazin-4-yl]piperazin-1-yl]pyrimidin-5-yl)ethan-1-amine